N-(2-(2-aminoethoxy)ethyl)-4-((3-(4-methoxy-phenyl)imidazo[1,2-a]pyrazin-8-yl)amino)benzamide hydrochloride Cl.NCCOCCNC(C1=CC=C(C=C1)NC=1C=2N(C=CN1)C(=CN2)C2=CC=C(C=C2)OC)=O